2-[(3-Fluorophenyl)-(3H-imidazo-[4,5-b]pyridin-2-yl)methyl]-6-[4-(1-methyl-4-piperidyl)phenyl]-isoindolin-1-one FC=1C=C(C=CC1)C(N1C(C2=CC(=CC=C2C1)C1=CC=C(C=C1)C1CCN(CC1)C)=O)C1=NC=2C(=NC=CC2)N1